2-((1s,2s)-1-(2-cyanophenyl)-1-(1-methyl-1H-imidazol-4-yl)propan-2-yl)-5-hydroxy-N-(isoxazol-4-yl)-1-methyl-6-oxo-1,6-dihydropyrimidine-4-carboxamide C(#N)C1=C(C=CC=C1)[C@H]([C@H](C)C=1N(C(C(=C(N1)C(=O)NC=1C=NOC1)O)=O)C)C=1N=CN(C1)C